C(C)OCCOC=1C(=CC=2C(=C3C(=NC2C1)CCC3)NC)OC 6-(2-ethoxyethoxy)-7-methoxy-N-methyl-1H,2H,3H-cyclopenta[b]quinolin-9-amine